FC(C=1N=CC(=NC1)NC1=NNC=C1)F 3-((5-(difluoromethyl)pyrazin-2-yl)amino)-1H-pyrazol